4-(4-(2,4-difluorophenoxy)piperidin-1-yl)-6-(methoxymethyl)pyridin FC1=C(OC2CCN(CC2)C2=CC=NC(=C2)COC)C=CC(=C1)F